C1OCCC2=CC=CC=C12 Isochromane